C(C)(C)(C)OC(=O)C1=C(CN2N=CC(=C2)C(=O)N2CC3(CN(C3)C(=O)C3(CC3)C(F)(F)F)C(C2)C(=O)OCC)C=CC=C1 ethyl 6-(1-(2-(tert-butoxycarbonyl)benzyl)-1H-pyrazole-4-carbonyl)-2-(1-(trifluoromethyl)cyclopropane-1-carbonyl)-2,6-diazaspiro[3.4]octane-8-carboxylate